2-(4-chloro-2,3-dimethylphenyl)-4,4,5,5-tetramethyl-1,3,2-dioxaborolan ClC1=C(C(=C(C=C1)B1OC(C(O1)(C)C)(C)C)C)C